C(C1=CC=CC=C1)OC(=O)N1CCN(CC1)CC=1C=C(C=CC1)N1C2CN(CC1CC2)C(=O)OC(C)(C)C Tert-butyl 8-(3-((4-((benzyloxy)carbonyl)piperazin-1-yl)methyl)phenyl)-3,8-diazabicyclo[3.2.1]octane-3-carboxylate